NC1=NC=C(C=N1)CN1CCC2=CC=C(C=C12)C(=O)NC1=CC(=C(C=C1)CN1CCN(CC1)C)C(F)(F)F 1-((2-aminopyrimidin-5-yl)methyl)-N-(4-((4-methylpiperazin-1-yl)methyl)-3-(trifluoromethyl)phenyl)indoline-6-carboxamide